2,6-difluoro-2',6'-dimethoxy-4'-methyl-[1,1'-biphenyl]-4-formonitrile FC1=C(C(=CC(=C1)C#N)F)C1=C(C=C(C=C1OC)C)OC